2-(2-(5,6,7-Trifluoro-1H-indol-3-yl)quinolin-5-yl)thiazole FC=1C=C2C(=CNC2=C(C1F)F)C1=NC2=CC=CC(=C2C=C1)C=1SC=CN1